3-(3,3-dimethylpiperazin-1-yl)-6-(1-methyl-1H-pyrazol-4-yl)pyrazolo[1,5-a]pyridine CC1(CN(CCN1)C=1C=NN2C1C=CC(=C2)C=2C=NN(C2)C)C